COC=1C=C2C(=CN(C2=CC1)C1=C(C=CC2=CC=CC=C12)O)C 1-(5-Methoxy-3-methyl-1H-indol-1-yl)naphthalen-2-ol